(5-(pyrimidin-4-yloxy)pyridin-2-yl)propanamide N1=CN=C(C=C1)OC=1C=CC(=NC1)C(C(=O)N)C